4,5-bis(hydroxymethyl)-2-phenylimidazole OCC=1N=C(NC1CO)C1=CC=CC=C1